COC(NC(C(=O)O)=O)(C(=O)O)OC dimethoxyoxalyl-glycine